C(C)C1(CCC=2C1=NC(=CC2)NC2=NC(=NC=C2C#N)NC2=CC=C(C=C2)N2CC1CCC(C2)N1C)O 4-[(7-ethyl-7-hydroxy-5,6-dihydrocyclopenta[b]pyridin-2-yl)amino]-2-[4-(8-methyl-3,8-diazabicyclo[3.2.1]octan-3-yl)anilino]pyrimidine-5-carbonitrile